Cl.N=1N=C(NC1)COC1=C(C=C(C=C1OC)C1=CC(=CC=2N(C(N(C21)C)=O)CC(=O)NC2=CC(=CC=C2)F)C(F)(F)F)F 2-(4-(4-((4H-1,2,4-triazol-3-yl)methoxy)-3-fluoro-5-methoxyphenyl)-3-methyl-2-oxo-6-(trifluoromethyl)-2,3-dihydro-1H-benzo[d]imidazol-1-yl)-N-(3-fluorophenyl)acetamide hydrochloride